(1-(2-fluoro-4-(trifluoromethyl)phenyl)isoquinolin-3-yl)methanamine FC1=C(C=CC(=C1)C(F)(F)F)C1=NC(=CC2=CC=CC=C12)CN